1-(4-(2-(1,4-dimethyl-1H-indazol-5-yl)-3-isopropyl-1H-indol-5-yl)piperidin-1-yl)-2-methylpropan-2-ol CN1N=CC2=C(C(=CC=C12)C=1NC2=CC=C(C=C2C1C(C)C)C1CCN(CC1)CC(C)(O)C)C